1,1,1,3,3,3-hexafluoro-propan-2-yl (S)-1-((6-methoxy-pyridin-3-yl)-carbamoyl)-6-azaspiro-[2.5]octane-6-carboxylate COC1=CC=C(C=N1)NC(=O)[C@H]1CC12CCN(CC2)C(=O)OC(C(F)(F)F)C(F)(F)F